2-(5-(1-(methylamino)cyclopropyl)-1,3,4-oxadiazol-2-yl)-N-(4-(trifluoromethyl)phenyl)aniline CNC1(CC1)C1=NN=C(O1)C1=C(NC2=CC=C(C=C2)C(F)(F)F)C=CC=C1